FC1=C(C(=CC=C1)F)[C@@H]1CC(=NO1)C=1N=C(SC1)C1CCN(CC1)C(CN1N=C(C=C1C)C(F)(F)F)=O 1-(4-{4-[(5S)-5-(2,6-Difluorophenyl)-4,5-dihydro-1,2-oxazol-3-yl]-1,3-thiazol-2-yl}piperidine-1-yl)-2-[5-methyl-3-(trifluoromethyl)-1H-pyrazol-1-yl]ethanone